ClC=1C=C(OC2=CC=NC3=CC(=C(C=C23)C(=O)N)OC)C=CC1NC(=O)NC1CC1 4-[3-chloro-4-(cyclopropylaminocarbonyl)aminophenoxy]-7-methoxy-6-quinolinecarboxamide